[O+2].[Zr+4].[La+3].[Li+].[O-2].[Li+] lithium oxide lithium lanthanum zirconium oxygen